CN1N=C2C=C(C=CC2=C1)C#C[Si](C)(C)C 2-methyl-6-((trimethylsilyl)ethynyl)-2H-indazole